ClC=1C=C2CCC[C@]3(C2=CC1)CN(C1=C(OC3)C=CC(=C1)C(=O)OC(C)(C)C)C[C@@H]1[C@](CC1)(C)C=O (S)-TERT-BUTYL 6'-CHLORO-5-(((1S,2R)-2-FORMYL-2-METHYLCYCLOBUTYL)METHYL)-3',4,4',5-TETRAHYDRO-2H,2'H-SPIRO[BENZO[B][1,4]OXAZEPINE-3,1'-NAPHTHALENE]-7-CARBOXYLATE